O=S1CCC1 1-oxidothietan